3-[(2-chloro-5-thiazolyl)methyl]tetrahydro-5-methyl-N-nitro-4H-1,3,5-oxadiazin-4-imine ClC=1SC(=CN1)CN1COCN(C1=N[N+](=O)[O-])C